CC1[N+](CCSC1)(C)[O-] dimethylthiomorpholine 4-oxide